2-((2-(3-(((3-Amino-6-methoxypyridin-2-yl)methyl)(tert-butoxycarbonyl)-amino)propyl)-3,4-difluorophenyl)amino)-5-fluoro-4-(trifluoromethyl)benzoic acid NC=1C(=NC(=CC1)OC)CN(CCCC1=C(C=CC(=C1F)F)NC1=C(C(=O)O)C=C(C(=C1)C(F)(F)F)F)C(=O)OC(C)(C)C